N-benzyl-2-hydroxy-N,N-dimethylethylammonium chloride [Cl-].C(C1=CC=CC=C1)[N+](C)(C)CCO